(2R,3R,4S)-4-(benzo[d][1,3]dioxolan-5-yl)-1-[2-(dibutylamino)-2-oxoethyl]-2-(4-methoxyphenyl)pyrrolidine-3-carboxylic acid O1COC2=C1C=CC(=C2)[C@@H]2[C@H]([C@@H](N(C2)CC(=O)N(CCCC)CCCC)C2=CC=C(C=C2)OC)C(=O)O